CC(C)(C(C)O)O 2-methyl-2,3-butylene glycol